O1C(=CC=C1)C#CC=1C=C(C=CC1)CC(CCN1N(C(SC=C1)=O)CCC1=CC=C(S1)C(=O)O)O 5-(2-(4-(4-(3-(furan-2-ylethynyl)phenyl)-3-hydroxybutyl)-2-oxo-1,3,4-thiadiazin-3-yl)ethyl)thiophene-2-carboxylic acid